CN(C)C(COCC(N(C)C)N(C)C)N(C)C bisdimethylaminoethylether